OC1(CCN(CCC1)C(=O)OC(C)(C)C)C(F)(F)F tert-butyl 4-hydroxy-4-(trifluoromethyl)azepane-1-carboxylate